N,N-bis(2-methoxyethyl)-m-methylaniline COCCN(C1=CC(=CC=C1)C)CCOC